FC1(CCC(CC1)CN[C@@H]1[C@@H](CCC1)OC=1C=C2CN(C(C2=CC1)=O)C1C(NC(CC1)=O)=O)F 3-(5-(((1R,2S)-2-(((4,4-difluorocyclohexyl)methyl)amino)cyclopentyl)oxy)-1-oxoisoindolin-2-yl)piperidine-2,6-dione